(1-(((tert-butoxycarbonyl)amino)methyl)cyclopropyl)methyl methanesulfonate CS(=O)(=O)OCC1(CC1)CNC(=O)OC(C)(C)C